C1(CC1)C=1C(=CC(=C(CN2CCC3(CN(C(O3)=O)C3=CC=C(C=C3)S(=O)(=O)O)CC2)C1)OCC)C=1OC(N(N1)C)=O 4-(8-(5-cyclopropyl-2-ethoxy-4-(4-methyl-5-oxo-4,5-dihydro-1,3,4-oxadiazol-2-yl)benzyl)-2-oxo-1-oxa-3,8-diazaspiro[4.5]decan-3-yl)benzenesulfonic acid